ClC1=CC2=C(N(C=N2)CCC[C@H]2NCCC[C@@H]2O)C(=C1)C1=NOC=C1 (2R,3S)-2-(3-(5-chloro-7-(isoxazol-3-yl)-1H-benzo[d]imidazol-1-yl)propyl)piperidin-3-ol